CC=1C=C(C#N)C=C(C1)C1=CNC(CN1)=O 3-methyl-5-(6-oxo-1,4,5,6-tetrahydropyrazin-3-yl)benzonitrile